7-bromo-N-(4-methoxybenzyl)-1-methyl-1H-pyrazolo[4,3-c]pyridin-4-amine BrC=1C2=C(C(=NC1)NCC1=CC=C(C=C1)OC)C=NN2C